tert-butyl N-[[3-[4-[[(3S,4R)-3-fluoro-1-methyl-4-piperidyl]amino]-1-(2,2,2-trifluoroethyl)indol-2-yl]isoxazol-5-yl]methyl]carbamate F[C@H]1CN(CC[C@H]1NC1=C2C=C(N(C2=CC=C1)CC(F)(F)F)C1=NOC(=C1)CNC(OC(C)(C)C)=O)C